(2-cyano-2-(2-(3,5-dichloro-4-((2-(3-chloro-4-fluorobenzyl)-1-oxo-1,2,3,4-tetrahydroisoquinolin-6-yl)oxy)phenyl)hydrazono)acetyl)carbamate C(#N)C(C(=O)NC([O-])=O)=NNC1=CC(=C(C(=C1)Cl)OC=1C=C2CCN(C(C2=CC1)=O)CC1=CC(=C(C=C1)F)Cl)Cl